(S)-2-(2,5-difluoro-4-(6-((3-fluoro-5-((1-methyl-1H-pyrazol-4-yl)ethynyl)pyridin-2-yl)methoxy)pyridin-2-yl)benzyl)-1-(oxetan-2-ylmethyl)-1H-benzo[d]imidazole-6-carboxylic acid FC1=C(CC2=NC3=C(N2C[C@H]2OCC2)C=C(C=C3)C(=O)O)C=C(C(=C1)C1=NC(=CC=C1)OCC1=NC=C(C=C1F)C#CC=1C=NN(C1)C)F